NC=1C(=C(C=C2C=C(N=CC12)NC(=O)O[C@H]1[C@@H](CNCC1)F)C1=C(C2=C(OCCN2C(=O)OC(C)(C)C)N=C1)C)F |r| (+/-)-trans-tert-butyl 7-[8-amino-7-fluoro-3-[[3-fluoro-4-piperidyl]oxycarbonylamino]-6-isoquinolyl]-8-methyl-2,3-dihydropyrido[2,3-b][1,4]oxazine-1-carboxylate